2-(2-morpholinylpyrimidin-5-yl)-10-(p-tolyl)-7,8,9,10-tetrahydro-6H-cyclohepta[4,5]imidazo[1,2-a]pyridin-10-ol N1(CCOCC1)C1=NC=C(C=N1)C=1C=CC=2N(C1)C1=C(N2)CCCCC1(O)C1=CC=C(C=C1)C